C(N)(=O)[C@H]1N(CCC1)C1=CC=C(C=C1)[C@H](C)NC(=O)[C@H]1NC[C@@H](C1)O (2S,4R)-N-((S)-1-(4-((S)-2-carbamoylpyrrolidin-1-yl)phenyl)ethyl)-4-hydroxypyrrolidine-2-carboxamide